(S)-2-(2-chloro-4-(6-((4-chloro-2-fluorobenzyl)oxy)pyridin-2-yl)benzyl)-1-(oxetan-2-ylmethyl)-1H-benzo[d]imidazole-6-carboxylic acid ClC1=C(CC2=NC3=C(N2C[C@H]2OCC2)C=C(C=C3)C(=O)O)C=CC(=C1)C1=NC(=CC=C1)OCC1=C(C=C(C=C1)Cl)F